N[C@@H]1C=2C(=NC=CC2)CC12CCN(CC2)C=2N=CC(=NC2CO)SC2=CC=NC1=C2OCC2N1C(OC2)=O 4-((5-((S)-5-amino-5,7-dihydrospiro[cyclopenta[b]pyridin-6,4'-piperidin]-1'-yl)-6-(hydroxymethyl)pyrazin-2-yl)thio)-6a,7-dihydro-6H,9H-oxazolo[3,4-d]pyrido[3,2-b][1,4]oxazin-9-one